N-(7-benzyl-2-(5-((4'-cyano-2'-cyclopropyl-5-fluoro-[1,1'-biphenyl]-2-yl)oxy)pyrimidin-4-yl)-2-azaspiro[4.4]non-7-yl)-2-methylpropane-2-sulfinamide C(C1=CC=CC=C1)C1(CC2(CCN(C2)C2=NC=NC=C2OC2=C(C=C(C=C2)F)C2=C(C=C(C=C2)C#N)C2CC2)CC1)NS(=O)C(C)(C)C